The molecule is an aminobenzoic acid that is anthranilic acid substituted by a hydroxy group at position 3 and a methyl group at position 4. It has a role as a bacterial metabolite. It is a monohydroxybenzoic acid and an aminobenzoic acid. It derives from an anthranilic acid. It is a conjugate acid of a 3-hydroxy-4-methylanthranilate. CC1=C(C(=C(C=C1)C(=O)O)N)O